C(/C1=CC=CC=C1)=C\1/N=C2N(C=C(C=C2)OC)C1=O (Z)-2-benzylidene-6-methoxyimidazo[1,2-a]pyridin-3(2H)-one